N-{3-[(5-cyclopropyl-2-{[4-(morpholin-4-yl)phenyl]amino}pyrimidin-4-yl)amino]propyl}cyclobutanecarboxamide C1(CC1)C=1C(=NC(=NC1)NC1=CC=C(C=C1)N1CCOCC1)NCCCNC(=O)C1CCC1